CC1(CC1)NC(OC1CC(CC1)C1=NN(C(=C1)N)C(C)(C)C)=O 3-(5-amino-1-(tert-butyl)-1H-pyrazol-3-yl)cyclopentyl (1-methylcyclopropyl)carbamate